COC(=O)C12CC(C1)(C2)NC=2C1=C(N=C(N2)C2=CC=C(C=C2)C=2OC=CN2)CC[S@]1=O (R)-3-((2-(4-(oxazol-2-yl)phenyl)-5-oxido-6,7-dihydrothieno[3,2-d]pyrimidin-4-yl)amino)bicyclo[1.1.1]pentane-1-carboxylic acid methyl ester